N1=C(C(=CC=C1)O)C(=O)OP(=O)(C1=CC=CC=C1)C1=CC=CC=C1.[Li] lithium 2-(diphenyl-phosphoryl) pyridin-3-olate